CC1(C(N(C=2C1=NC=CC2)C=2C=NC=C(C=O)C2)=O)C 5-(3,3-Dimethyl-2-oxo-2,3-dihydro-1H-pyrrolo[3,2-b]pyridin-1-yl)nicotinaldehyde